ClC=1C=C(C(=O)OC2=C(C=3CCCCC3C=C2)C2=C(C=CC=3CCCCC23)O)C=CC1Cl 2'-hydroxy-5,5',6,6',7,7',8,8'-octahydro-[1,1'-binaphthalen]-2-yl 3,4-dichlorobenzoate